cis-muconic acid C(\C=C/C=C/C(=O)O)(=O)O